Spiro[cyclopentane-1,4'-furo[3,4-c][1,2,5]oxadiazol]-6'-one N=1ON=C2C1C(OC21CCCC1)=O